NC1(CCC1)C1=CC=C(C=C1)N1C(=NC=2C1=NC(=CC2)C=2C=C(C=CC2)CCC(=O)NCCCNC2=C1C(N(C(C1=CC=C2)=O)C2C(NC(CC2)=O)=O)=O)C=2C(=NC=CC2)N 3-(3-(3-(4-(1-aminocyclobutyl)phenyl)-2-(2-aminopyridin-3-yl)-3H-imidazo[4,5-b]pyridin-5-yl)phenyl)-N-(3-((2-(2,6-dioxopiperidin-3-yl)-1,3-dioxoisoindolin-4-yl)amino)propyl)propanamide